4-{[4,6-bis(octylsulphanyl)-1,3,5-triazin-2-yl]amino}-2,6-di-t-butylphenol C(CCCCCCC)SC1=NC(=NC(=N1)SCCCCCCCC)NC1=CC(=C(C(=C1)C(C)(C)C)O)C(C)(C)C